7-(2-Fluoro-6-methyl-phenyl)-N5-(1-methyl-4-piperidyl)isoquinoline-3,5-diamine FC1=C(C(=CC=C1)C)C=1C=C(C=2C=C(N=CC2C1)N)NC1CCN(CC1)C